(S)-tert-butyl 6-(2-(1-cyclopropylpiperidin-4-yl)benzo[d]thiazol-5-yl)-3-methyl-3,4-dihydropyridine-1(2H)-carboxylate C1(CC1)N1CCC(CC1)C=1SC2=C(N1)C=C(C=C2)C2=CC[C@@H](CN2C(=O)OC(C)(C)C)C